tert-butyl (3s,4s)-4-((4-(3-(2,6-dioxopiperidin-3-yl)-1-methyl-1H-indazol-7-yl) piperazin-1-yl) methyl)-3-fluoropiperidine-1-carboxylate O=C1NC(CCC1C1=NN(C2=C(C=CC=C12)N1CCN(CC1)C[C@H]1[C@@H](CN(CC1)C(=O)OC(C)(C)C)F)C)=O